C1(=CC=CC=C1)N(C=1C=CC=2N(C3=CC=CC=C3C2C1)C1=CC=C(C=C1)C=1C2=CC=CC=C2C(=C2C=CC=CC12)C1=CC=CC=C1)C1=CC=CC=C1 N,N-diphenyl-9-[4-(10-phenyl-9-anthracenyl)phenyl]-9H-carbazole-3-amine